(Z)-1,10-bis(2-methyl-1,3,6,9,12,15-hexaoxa-2-silacycloheptadecan-2-yl)deca-1,9-diene C[Si]1(OCCOCCOCCOCCOCCO1)\C=C/CCCCCCC=C[Si]1(OCCOCCOCCOCCOCCO1)C